tert-butyl (3-chloro-4-(trifluoromethoxy)benzyl)(3-oxo-3-((3-((1-(tetrahydro-2H-pyran-2-yl)-6-(4H-1,2,4-triazol-3-yl)-1H-indazol-4-yl)amino)propyl)amino)propyl)carbamate ClC=1C=C(CN(C(OC(C)(C)C)=O)CCC(NCCCNC2=C3C=NN(C3=CC(=C2)C2=NN=CN2)C2OCCCC2)=O)C=CC1OC(F)(F)F